BrC1=C(C(=O)OC)C=C(C=C1)NC(=O)NC1CC1 methyl 2-bromo-5-(3-cyclopropylureido)benzoate